C(#C)C=1C(=CC=C2C=CC=C(C12)C1=C(C=2N=C(N=C(C2C=N1)N1C[C@@H](NCC1)CC#N)OC)F)F 2-[(2S)-4-[7-(8-ethynyl-7-fluoro-1-naphthyl)-8-fluoro-2-methoxy-pyrido[4,3-d]pyrimidin-4-yl]piperazin-2-yl]acetonitrile